(S)-3-(3',4'-dimethoxybiphenyl-3-yl)-3-(3-(4-hydroxy-1,5-dimethyl-2-oxo-1,2-dihydropyridin-3-yl)ureido)propionic acid COC=1C=C(C=CC1OC)C1=CC(=CC=C1)[C@H](CC(=O)O)NC(=O)NC=1C(N(C=C(C1O)C)C)=O